BrC=1C=C2CCN(CC2=CC1F)C(C)=O 1-(6-Bromo-7-fluoro-3,4-dihydroisoquinolin-2(1H)-yl)ethan-1-one